COC1=NC2=CC=NC=C2C=C1C(=O)OC Methyl 2-methoxy-1,6-naphthyridine-3-carboxylate